CC(C(=O)OCOP(=O)(OCOC(C(C)(C)C)=O)CP(=O)(OCOC(C(C)(C)C)=O)OCOC(C(C)(C)C)=O)(C)C [bis(2,2-dimethylpropanoyloxymethoxy)phosphorylmethyl-(2,2-dimethylpropanoyloxymethoxy) phosphoryl]oxymethyl-2,2-dimethylpropanoate